5-(3-((1H-pyrrolo[2,3-b]pyridin-5-yl)ethynyl)-2-fluoro-6-hydroxyphenyl)-1,2,5-thiadiazolidin-3-one 1,1-dioxide N1C=CC=2C1=NC=C(C2)C#CC=2C(=C(C(=CC2)O)N2CC(NS2(=O)=O)=O)F